2-(3-(difluoromethyl)-1H-pyrazolo[3,4-c]pyridin-1-yl)pyrimidine-5-carboxylic acid FC(C1=NN(C2=CN=CC=C21)C2=NC=C(C=N2)C(=O)O)F